5-(2-chloro-4-nitrophenyl)-1,3-oxazole ClC1=C(C=CC(=C1)[N+](=O)[O-])C1=CN=CO1